2-ISOCYANOMETHYLTETRAHYDRO-FURANE [N+](#[C-])CC1OCCC1